C1(CCC(CC1)N1CCC2(CC1)C(NCC1=CC=CC=C12)=O)C1CCCCC1 1'-(cis-[1,1'-bi(cyclohexan)]-4-yl)-1,2-dihydro-3H-spiro[isoquinoline-4,4'-piperidin]-3-one